N1-methylpentandiamide CNC(CCCC(=O)N)=O